C[C@]1(CC2(CO2)CCC1)CN1N=C2N=CC=CC2=C1 2-(((5S)-5-methyl-1-oxaspiro[2.5]oct-5-yl)methyl)-2H-pyrazolo[3,4-b]pyridine